ClC1=CC2=C(N(C(=N2)CCl)COCC[Si](C)(C)C)C=C1 5-chloro-2-(chloromethyl)-1-{[2-(trimethylsilyl)ethoxy]methyl}-1H-benzimidazole